NC1=C(C=C(C(=O)OC(C)(C)C)C=C1)NCC1=CC=NN1CC tert-butyl 4-amino-3-(((1-ethyl-1H-pyrazol-5-yl)methyl)amino)benzoate